2-Amino-5-fluoro-4-(5-fluoro-3-((3R,4S)-3-(isopropylamino)-4-methoxypyrrolidin-1-yl)-7,9-dihydrofuro[3,4-f]quinazolin-6-yl)thieno[2,3-b]pyridine-3-carbonitrile NC1=C(C=2C(=NC=C(C2C=2C3=C(C=4C=NC(=NC4C2F)N2C[C@H]([C@H](C2)OC)NC(C)C)COC3)F)S1)C#N